6-(isopropyl(methyl)amino)-2-(6-(4-isopropyl-5-(methylthio)-4H-1,2,4-triazol-3-yl)pyridin-2-yl)-4-((methylamino)methyl)-2,3-dihydro-1H-pyrrolo[3,4-c]pyridin-1-one C(C)(C)N(C1=CC2=C(C(=N1)CNC)CN(C2=O)C2=NC(=CC=C2)C2=NN=C(N2C(C)C)SC)C